4-chloro-5-((((S)-3-fluorotetrahydro-2H-pyran-3-yl)methyl)amino)-2-(trans-4-((5-(trifluoromethoxy)pyrimidin-2-yl)oxy)cyclohexyl)pyridazin-3(2H)-one ClC=1C(N(N=CC1NC[C@@]1(COCCC1)F)[C@@H]1CC[C@H](CC1)OC1=NC=C(C=N1)OC(F)(F)F)=O